(5'S*)-4'-(4-Methoxybenzyl)-5'-methyl-4',5'-dihydro-3'H-spiro[cyclopropane-1,2'-pyrido[2,3-f][1,4]oxazepin]-7'-ol COC1=CC=C(CN2CC3(OC4=C([C@@H]2C)N=C(C=C4)O)CC3)C=C1 |o1:13|